C(C)(C)(C)OC(=O)N1[C@@H](C[C@H](C1)OCC1=CC(=CC=C1)S(N)(=O)=O)C(N(C)C)=S.CN(C(=S)[C@H]1NC[C@@H](C1)OCC1=CC(=CC=C1)S(N)(=O)=O)C (2S,4R)-N,N-dimethyl-4-[(3-sulfamoylphenyl)methoxy]pyrrolidine-2-carbothioamide Tert-butyl-(2S,4R)-2-(dimethylcarbamothioyl)-4-[(3-sulfamoylphenyl)methoxy]pyrrolidine-1-carboxylate